ClC=1C=C2C(=CC(=NC2=CC1)C(F)(F)F)N[C@@H]1C[C@@H](CCC1)NC1=NC=CC=2C1=CN(N2)C (1s,3r)-N1-(6-chloro-2-(trifluoromethyl)quinolin-4-yl)-N3-(2-methyl-2H-pyrazolo[4,3-C]pyridin-4-yl)cyclohexane-1,3-diamine